2-[6-fluoro-4-[1,4,4,9-tetramethyl-7-(trifluoromethyloxy)-5H-[1,2,4]triazolo[4,3-a]quinoxalin-8-yl]-1H-indol-1-yl]-ethanol FC1=CC(=C2C=CN(C2=C1)CCO)C1=C(C=C2NC(C=3N(C2=C1C)C(=NN3)C)(C)C)OC(F)(F)F